C12(C(=O)CC(CC1)C2(C)C)CS(=O)(=O)[O-] (+)-camphor-10-sulfonate